7-(1-methyl-1H-pyrazol-4-yl)-N-(2-methyl-5-(3-(methyl(pyridin-2-yl)amino)propanamido)pyridin-3-yl)-[1,2,4]triazolo[4,3-a]pyridine-3-carboxamide CN1N=CC(=C1)C1=CC=2N(C=C1)C(=NN2)C(=O)NC=2C(=NC=C(C2)NC(CCN(C2=NC=CC=C2)C)=O)C